C1(CC1)C(C)N1N=CC=2C1=NC(=NC2)C(=O)NC2(CC2)C2=CC=C(C=C2)C2=CN=CN(C2=O)C(C)C (1-cyclopropylethyl)-N-(1-(4-(1-i-propyl-6-oxo-1,6-dihydropyrimidin-5-yl)phenyl)cyclopropyl)-1H-pyrazolo[3,4-d]pyrimidine-6-carboxamide